3-[3-(1,5-dimethyl-1H-pyrazol-4-yl)-5-fluoropyridin-2-yl]-3-methoxy-5,5-dimethyl-6-oxocyclohex-1-ene-1-carbonitrile CN1N=CC(=C1C)C=1C(=NC=C(C1)F)C1(C=C(C(C(C1)(C)C)=O)C#N)OC